3-((S) or (R)-1-hydroxy-2-((2R,4S)-2-methyl-4-(((6-(methylsulfonyl)pyridin-3-yl)oxy)methyl)pyrrolidin-1-yl)ethyl)benzonitrile O[C@H](CN1[C@@H](C[C@@H](C1)COC=1C=NC(=CC1)S(=O)(=O)C)C)C=1C=C(C#N)C=CC1 |o1:1|